tris(perfluorophenyl) 3,3',3''-(((1R,2S,3R)-5-((6-(((benzyloxy) carbonyl)amino)hexyl)carbamoyl)cyclohex-4-ene-1,2,3-triyl)tris(oxy))tripropionate C(C1=CC=CC=C1)OC(=O)NCCCCCCNC(=O)C1=C[C@H]([C@H]([C@@H](C1)OCCC(=O)OC1=C(C(=C(C(=C1F)F)F)F)F)OCCC(=O)OC1=C(C(=C(C(=C1F)F)F)F)F)OCCC(=O)OC1=C(C(=C(C(=C1F)F)F)F)F